N-((3R,4S)-3-((4-bromo-2-(methylcarbamoyl)-6-nitrophenyl)amino)piperidin-4-yl)isoquinoline-4-carboxamide BrC1=CC(=C(C(=C1)[N+](=O)[O-])N[C@@H]1CNCC[C@@H]1NC(=O)C1=CN=CC2=CC=CC=C12)C(NC)=O